4-bromo-N,N-dimethyl-1,3-thiazol-2-amine BrC=1N=C(SC1)N(C)C